N1CCCC=C1 2,4-dihydropyridin